ClC1=C(N=C(NC1=O)C1=CC(=NC=C1)F)N1[C@@H](CCC1)C 5-chloro-2-(2-fluoro-4-pyridinyl)-4-[(2R)-2-methylpyrrolidin-1-yl]-1H-pyrimidin-6-one